(R)-((S)-4-((4-((R)-2-azidobutan-2-yl)-6-chloro-2,7-naphthyridin-1-yl)oxy)-2-methylpentan-2-yl)(imino)(methyl)-λ6-sulfanone N(=[N+]=[N-])[C@](C)(CC)C1=CN=C(C2=CN=C(C=C12)Cl)O[C@H](CC(C)(C)[S@](=O)(C)=N)C